2-(benzoylamino)-N-(3,4-methylenedioxyphenyl)-1,3-selenazole-5-carboxamide C(C1=CC=CC=C1)(=O)NC=1[Se]C(=CN1)C(=O)NC1=CC2=C(C=C1)OCO2